ClC1=CC=C(C(=N1)C(=O)O)N[C@@H](C)C=1C=C(C=C2C(N(C(=NC12)N1CC2(CC2)CC1)C)=O)C (S)-6-chloro-3-((1-(3,6-dimethyl-4-oxo-2-(5-azaspiro[2.4]heptan-5-yl)-3,4-dihydroquinazolin-8-yl)ethyl)amino)picolinic acid